2-methyl 2-aminoadamantane-2-carboxylate NC1(C2CC3CC(CC1C3)C2)C(=O)OC